1-(4-(6-chloro-8-fluoro-7-(2-fluoro-6-hydroxyphenyl)-2-(2-morpholino-ethoxy)quinazolin-4-yl)piperazin-1-yl)prop-2-en-1-one ClC=1C=C2C(=NC(=NC2=C(C1C1=C(C=CC=C1O)F)F)OCCN1CCOCC1)N1CCN(CC1)C(C=C)=O